(2S,4R)-2-amino-4-[[2-chloro-5-(trifluoromethyl)phenyl]thio]-5-thiazolebutanol NC=1SC(=C(N1)SC1=C(C=CC(=C1)C(F)(F)F)Cl)CCCCO